ClC(C(F)(F)F)(CC(F)(F)F)Cl 2,2-dichloro-1,1,1,4,4,4-hexafluorobutane